CN1N=C(C=C1)C1C[C@H](NCC1)C1=CC=C(C(=O)O)C=C1.IC1=COC2=C(C=C(C=C2C1=O)C)C 3-iodo-6,8-dimethyl-chromone (S)-4-(4-(1-methyl-1H-pyrazol-3-yl)piperidin-2-yl)benzoate